BrC1=NC=CC(=C1)NC1CC(C1)OC 2-Bromo-N-((1r,3r)-3-methoxycyclobutyl)pyridin-4-amine